methylisopropoxysilane C[SiH2]OC(C)C